N-((S)-(7-((S)-2-Cyclopropoxy-1-((S)-2-oxo-4-(trifluoromethyl)imidazolidin-1-yl)ethyl)imidazo[1,2-b]pyridazin-2-yl)(4,4-difluorocyclohexyl)methyl)-1-isopropyl-1H-pyrazole-5-carboxamide C1(CC1)OC[C@@H](N1C(N[C@@H](C1)C(F)(F)F)=O)C1=CC=2N(N=C1)C=C(N2)[C@@H](NC(=O)C2=CC=NN2C(C)C)C2CCC(CC2)(F)F